2-fluoranyl-4-methoxy-benzoic acid FC1=C(C(=O)O)C=CC(=C1)OC